OC1=CC=C(C=C1)C(C)(C)O 2-(4-hydroxyphenyl)-2-propanol